methyl (R)-2-(2-((tert-butoxycarbonyl) amino)-2-cyclopropyloxy)-5-fluorobenzoate C(C)(C)(C)OC(=O)NC1(CC1)OC1=C(C(=O)OC)C=C(C=C1)F